glycidyl-propyne C(C1CO1)C#CC